S1NC(C2=C1C=CC=C2)=O 1,2-Benzothiazol-3(2H)-one